2-methyl-2-(4-nitro-1H-pyrazol-1-yl)propionitrile CC(C#N)(C)N1N=CC(=C1)[N+](=O)[O-]